tert-butyl 4-[6-(2-methyl-8-phenoxy-imidazo[1,2-b]pyridazin-6-yl)-1-oxo-2-isoquinolyl]piperidine-1-carboxylate CC=1N=C2N(N=C(C=C2OC2=CC=CC=C2)C=2C=C3C=CN(C(C3=CC2)=O)C2CCN(CC2)C(=O)OC(C)(C)C)C1